1-(6-oxo-5-(trifluoromethyl)-1,6-dihydropyridin-3-yl)propan-2-yl 4-(5-cyanopyrimidin-2-yl)piperazine-1-Carboxylate C(#N)C=1C=NC(=NC1)N1CCN(CC1)C(=O)OC(CC1=CNC(C(=C1)C(F)(F)F)=O)C